tert-butyl 7-(1-(2-isopropylphenyl)-2-oxo-1,2-dihydropyrido[3,4-d]pyrimidin-4-yl)-2,7-diazaspiro[3.5]nonane-2-carboxylate C(C)(C)C1=C(C=CC=C1)N1C(N=C(C2=C1C=NC=C2)N2CCC1(CN(C1)C(=O)OC(C)(C)C)CC2)=O